ClC=1C=C(C=CC1)NC1C2=C(C=3N(CC1)N=NC3C)C=CC(=C2)C=2CCN(CC2)C(=O)C2CC2 (4-(7-((3-chlorophenyl)amino)-1-methyl-6,7-dihydro-5H-benzo[c][1,2,3]triazolo[1,5-a]azepin-9-yl)-3,6-dihydropyridin-1(2H)-yl)(cyclopropyl)methanone